ClC1=CC=C(C=C1)C1=C(C=CC=C1)C1CC=CC=C1 5-(4'-chloro-[1,1'-biphenyl]-2-yl)-5H-benzol